O-benzyl-N-(tert-butoxycarbonyl)-L-threonine benzyl ester C(C1=CC=CC=C1)OC([C@@H](NC(=O)OC(C)(C)C)[C@H](OCC1=CC=CC=C1)C)=O